FC1=C(C=CC(=C1)C(F)(F)F)CNC=1C(=NN(C1)C)C N-[[2-fluoro-4-(trifluoromethyl)phenyl]methyl]-1,3-dimethyl-pyrazol-4-amine